COC=1C=C(C=CC1OC1CC(C1)N(C)C)NC1=NC=CC(=N1)NC=1C=NC2=CC=C(C=C2C1)OC(F)(F)F 2-{3-methoxy-4-[(1r,3r)-3-(dimethylamino)cyclobutoxy]phenylamino}-4-(6-trifluoromethoxy-3-quinolylamino)pyrimidine